tert-butyl 3-(4-piperidyl)propanoate N1CCC(CC1)CCC(=O)OC(C)(C)C